NCCCCN1N=NC(=C1)COC=1C=C(C=C2C(N(CC12)C1C(NC(CC1)=O)=O)=O)S(=O)(=O)F 7-((1-(4-aminobutyl)-1H-1,2,3-triazol-4-yl)methoxy)-2-(2,6-dioxopiperidin-3-yl)-3-oxoisoindoline-5-sulfonyl fluoride